1-Butyl-methylimidazolium thiocyanate [S-]C#N.C(CCC)N1C(=[NH+]C=C1)C